C(C)(=O)ON=CCCC(C)C 4-methyl-1-pentanone-1-(O-acetyloxime)